N1CC(C1)CNC=1C=NC2=CC=C(C=C2C1)C=1N=CNC1C1=NC(=CC=C1)C N-(azetidin-3-ylmethyl)-6-[5-(6-methyl-2-pyridyl)-1H-imidazol-4-yl]quinolin-3-amine